tris[3,4-bis(trifluoromethyl)phenyl]phosphine FC(C=1C=C(C=CC1C(F)(F)F)P(C1=CC(=C(C=C1)C(F)(F)F)C(F)(F)F)C1=CC(=C(C=C1)C(F)(F)F)C(F)(F)F)(F)F